C(C(C)C)OC([C@H]1N(CC(C1)O)C1CCCCC1)=O 4-Hydroxy-1-cyclohexyl-proline-isobutylester